3-hydroxy-4-methylhomophenylalanine OC=1C=C(CC[C@H](N)C(=O)O)C=CC1C